C(CC)N(CCC)CC1=C(CNC(=O)C=2C=C(C=CC2)NC(=O)C=2SC=CC2)C=CC=C1 N-(3-((2-((dipropylamino)methyl)benzyl)carbamoyl)phenyl)thiophene-2-carboxamide